CC1=NC=C(C(=C1)C1=CC=2N(C=C1)N=C(C2)NC2=NN(C=C2)C)OC[C@H]2CNCCO2 5-[2-methyl-5-[[(2R)-morpholin-2-yl]methoxy]-4-pyridyl]-N-(1-methylpyrazol-3-yl)pyrazolo[1,5-a]pyridin-2-amine